C(#N)CC(=O)N1CCN(CC1)C(=O)OC(C)(C)C tert-Butyl 4-(2-cyanoacetyl)piperazine-1-carboxylate